N'-(7-bromo-5-methoxycinnolin-4-yl)-4-methylbenzenesulfonyl-hydrazine BrC1=CC(=C2C(=CN=NC2=C1)NNS(=O)(=O)C1=CC=C(C=C1)C)OC